C(C)(C)[C@H]1CC[C@H](CC1)OC[C@@H]1N(CCC[C@@H]1NS(=O)(=O)C)C([C@H]1NC(CC1)=O)=O N-(cis-2-(((cis-4-isopropylcyclohexyl)oxy)methyl)-1-(5-oxoprolyl)piperidin-3-yl)methanesulfonamide